(S)-2-amino-3-(4-((4-(cyclopropylamino)-5-(trifluoromethyl)pyrimidin-2-yl)amino)-3-methoxyphenyl)propanoic acid isopropyl ester C(C)(C)OC([C@H](CC1=CC(=C(C=C1)NC1=NC=C(C(=N1)NC1CC1)C(F)(F)F)OC)N)=O